O=C1N(CCN2[C@@H]1CN(CC2)C#N)C=2SC(=NN2)C2=CC=CC=C2 (R)-9-oxo-8-(5-phenyl-1,3,4-thiadiazol-2-yl)octahydro-2H-pyrazino[1,2-a]pyrazine-2-carbonitrile